FC1=CC=2C3=C(NC(C2C=C1)=O)SC(=C3)CO 8-fluoro-2-(hydroxymethyl)thieno[2,3-c]isoquinolin-5(4H)-one